O(C1=CC=CC=C1)C=1C=C(C=CC1)CCC(=O)N 3-(3-phenoxyphenyl)propanamide